3-isopropylpyrazolo[1,5-a]pyrimidine-5,7(4H,6H)-dione C(C)(C)C=1C=NN2C1NC(CC2=O)=O